amino-1,9-heptadecanedicarboxylic acid NC(CCCCCCCC(CCCCCCCC)C(=O)O)C(=O)O